C[C@@H]1[C@@H](C[C@@H](C(N1CC(F)(F)F)=O)NC(=O)C1=CC2=C(S1)C[C@]1(C(NC3=NC=CC=C31)=O)C2)C2=CC=CC=C2 (R)-N-((3S,5S,6R)-6-methyl-2-oxo-5-phenyl-1-(2,2,2-trifluoroethyl)piperidin-3-yl)-2'-oxo-1',2',4,6-tetrahydrospiro[cyclopenta[b]thiophene-5,3'-pyrrolo[2,3-b]pyridine]-2-formamide